N-[(2-amino-3-chloroquinolin-7-yl)methyl]-5-chloro-6-cyclopropyl-N-(2-methanesulfonylpyridin-3-yl)pyridine-3-carboxamide NC1=NC2=CC(=CC=C2C=C1Cl)CN(C(=O)C=1C=NC(=C(C1)Cl)C1CC1)C=1C(=NC=CC1)S(=O)(=O)C